(2R,4S)-1-((R)-2-amino-3,3-dimethylbutanoyl)-4-hydroxy-N-((R)-1-(4-(4-methylthiazol-5-yl)phenyl)ethyl)pyrrolidine-2-carboxamide N[C@@H](C(=O)N1[C@H](C[C@@H](C1)O)C(=O)N[C@H](C)C1=CC=C(C=C1)C1=C(N=CS1)C)C(C)(C)C